N-(5-cyano-4-((1-methylpiperidin-2-yl)methoxy)pyridin-2-yl)-7-formyl-6-(hydroxymethyl)-3,4-dihydro-1,8-naphthyridine-1(2H)-carboxamide C(#N)C=1C(=CC(=NC1)NC(=O)N1CCCC2=CC(=C(N=C12)C=O)CO)OCC1N(CCCC1)C